ethyl 3-hydroxyhex-5-ynoate OC(CC(=O)OCC)CC#C